Cl.ClC1=C2C(=NNC2=CC=C1SC=1N=CC(=NC1)N1CCC2([C@@H]([C@@H](OC2)C)N)CC1)C (3S,4S)-8-(5-((4-chloro-3-methyl-1H-indazol-5-yl)thio)pyrazin-2-yl)-3-methyl-2-oxa-8-azaspiro[4.5]decan-4-amine hydrochloride